(3R)-3-{[(4-{[(2-Aminoethyl)carbamoyl]amino}phenyl)carbamoyl]amino}-3-{3-[({3-[(propylcarbamoyl)amino]phenyl}sulfonyl)amino]phenyl}propanoic acid trifluoroacetate FC(C(=O)O)(F)F.NCCNC(=O)NC1=CC=C(C=C1)NC(=O)N[C@H](CC(=O)O)C1=CC(=CC=C1)NS(=O)(=O)C1=CC(=CC=C1)NC(NCCC)=O